3-(4-((4-((5-(trifluoromethyl)pyridin-2-yl)amino)piperidin-1-yl)sulfonyl)phenyl)-6,7-dihydro-5H-pyrrolo[3,4-b]pyridin-5-one FC(C=1C=CC(=NC1)NC1CCN(CC1)S(=O)(=O)C1=CC=C(C=C1)C=1C=C2C(=NC1)CNC2=O)(F)F